C(C)(C)(C)OC(=O)NCCOCCN(C(O)=O)CC=1C=C2C3=C(N(C2=CC1)C1C(NC(CC1)=O)=O)N=CC=C3.N3N=C(C=C3)CNC(C3=C(C=CC=C3)OC(F)(F)F)=O N-((1H-pyrazol-3-yl)methyl)-2-(trifluoromethoxy)benzamide 2-(2-((tert-butoxycarbonyl)amino)ethoxy)ethyl-((9-(2,6-dioxopiperidin-3-yl)-9H-pyrido[2,3-b]indol-6-yl)methyl)carbamate